6-ethylnaphthalen C(C)C=1C=C2C=CC=CC2=CC1